7-bromo-1-isopropyl-2-(morpholine-4-carbonyl)indoline-5-carboxylic acid BrC=1C=C(C=C2CC(N(C12)C(C)C)C(=O)N1CCOCC1)C(=O)O